2-[4-(5-chloro-3-methylbenzo[b]thiophene-2-sulfonylamino)-3-methylsulfonylphenyl]oxazole-4-carboxylic acid disodium [Na].[Na].ClC1=CC2=C(SC(=C2C)S(=O)(=O)NC2=C(C=C(C=C2)C=2OC=C(N2)C(=O)O)S(=O)(=O)C)C=C1